ClC1=CC(=C(C=C1)N(C(=O)C1=NC(=CN=C1)C1=CC=C(C=C1)C(F)(F)F)C)OC(F)(F)F N-(4-chloro-2-(trifluoromethoxy)phenyl)-N-methyl-6-(4-(trifluoromethyl)phenyl)pyrazine-2-carboxamide